1,3-bis(furfurylaminomethyl)-4,5-dimethoxybenzene C(C1=CC=CO1)NCC1=CC(=C(C(=C1)OC)OC)CNCC1=CC=CO1